[U].[Th].[Fe] iron-thorium uranium